4-cyano-3-(2-(dimethylamino)ethoxy)-N-(6-(2-fluoro-4-(5-methyl-1,2,4-oxadiazol-3-yl)phenyl)pyridin-3-yl)benzamide C(#N)C1=C(C=C(C(=O)NC=2C=NC(=CC2)C2=C(C=C(C=C2)C2=NOC(=N2)C)F)C=C1)OCCN(C)C